CC=1N(C(C2=C(N1)C=CN=C2C21CC(C2)(C1)C(F)(F)F)=O)C 2,3-dimethyl-5-(3-(trifluoromethyl)bicyclo[1.1.1]pentan-1-yl)pyrido[4,3-d]pyrimidin-4(3H)-one